methyl 3-(2-((3-chloro-5-methylbenzyl)amino)ethyl)-4-methoxybenzoate ClC=1C=C(CNCCC=2C=C(C(=O)OC)C=CC2OC)C=C(C1)C